C(C)(C)(C)OC(=O)N(C1C2CN(C1C2)C(=O)OC(C)(C)C)C2=C(C(=NC1=C(C(=NC=C21)Cl)F)SC)[N+](=O)[O-] tert-butyl (endo)-5-((tert-butoxycarbonyl)(7-chloro-8-fluoro-2-(methylthio)-3-nitro-1,6-naphthyridin-4-yl)amino)-2-azabicyclo[2.1.1]hexane-2-carboxylate